ClC1=C(C(=CC=C1)Cl)C1=NOC(=C1C(=O)OC1C[C@H]2CC[C@@H](C1)N2C=2SC1=C(N2)C(=CC(=C1)C(=O)O)F)C 2-[(1R,3R,5S)-3-[[3-(2,6-dichlorophenyl)-5-methyl-1,2-oxazol-4-yl]carbonyloxy]-8-azabicyclo[3.2.1]octan-8-yl]-4-fluoro-1,3-benzothiazole-6-carboxylic acid